OC1=C(C(=O)C2=CC=C(C=C2)OCCC)C=CC(=C1)OCCC 2-hydroxy-4,4'-di-n-propoxybenzophenone